O(C1=CC=CC=C1)CCC12CCC(CC1)(CC2)C(=O)O 4-(2-phenoxyethyl)bicyclo[2.2.2]Octane-1-carboxylic acid